C[NH+]1CC[C@]23[C@@H]4C(=O)CC[C@]2([C@H]1CC5=C3C(=C(C=C5)OC)O4)O The molecule is an organic cation that is the conjugate acid of oxycodone, obtained by protonation of the tertiary amino group of oxycodone. It is an ammonium ion derivative and an organic cation. It is a conjugate acid of an oxycodone.